(4S)-4-(2,4-difluoro-5-pyrimidin-5-ylphenyl)-4-methyl-5,6-dihydro-1,3-thiazin-2-amine FC1=C(C=C(C(=C1)F)C=1C=NC=NC1)[C@]1(N=C(SCC1)N)C